N1=CN=C2NC=NC2=C1C=1C(=NC=CC1)NC=1C=C(C=CC1C)NC(C1=CC(=CC=C1)N(C)C)=O N-(3-((3-(9H-purin-6-yl)pyridin-2-yl)amino)-4-methylphenyl)-3-(dimethylamino)benzamide